ClC=1C=C(C=O)C=CC1C1=CC=CC=C1 3-chloro-4-phenylbenzaldehyde